(3-(3,5-Difluorophenyl)imidazo[1,5-a]pyridin-8-yl)methanol tert-butyl-N-[6-chloro-5-(4,4,5,5-tetramethyl-1,3,2-dioxaborolan-2-yl)-2-pyridyl]carbamate C(C)(C)(C)N(C(=O)OCC=1C=2N(C=CC1)C(=NC2)C2=CC(=CC(=C2)F)F)C2=NC(=C(C=C2)B2OC(C(O2)(C)C)(C)C)Cl